N1C(=NC2=C1C=CC=C2)C2(NC(=CC(=N2)NCCCN2CCN(CC2)C)C)N 2-(1H-benzo[d]imidazol-2-yl)-6-methyl-N4-(3-(4-methylpiperazin-1-yl)propyl)pyrimidine-2,4-diamine